N1=CN=CC(=C1)C1=C(C2=C(NC=N2)C=C1)C(F)(F)F 5-(pyrimidin-5-yl)-4-(trifluoromethyl)-1H-benzo[d]Imidazole